N,N-diethyl-2-[hydroxy-(2-methoxy-3-pyridyl)methyl]thiophene-3-carboxamide C(C)N(C(=O)C1=C(SC=C1)C(C=1C(=NC=CC1)OC)O)CC